4-fluoro-N-(4-(4-hydroxyphenyl)thiazol-2-yl)-2-((1-methylethyl)sulfonamido)benzamide FC1=CC(=C(C(=O)NC=2SC=C(N2)C2=CC=C(C=C2)O)C=C1)NS(=O)(=O)C(C)C